CN1N=CC(=C1)N1N=C(C=C(C1=O)C(=O)NC(C(F)(F)F)CO)C1=CC=C(C=C1)OC(F)(F)F 2-(1-methyl-1H-pyrazol-4-yl)-3-oxo-N-(1,1,1-trifluoro-3-hydroxypropan-2-yl)-6-[4-(trifluoromethoxy)phenyl]-2,3-dihydropyridazine-4-carboxamide